ClC(=CC)F chloro-1-fluoro-1-propene